2-(6-{5-chloro-2-[(oxacyclohex-4-yl)amino]pyrimidin-4-yl}-1-oxo-2,3-dihydro-1H-isoindol-2-yl)-N-[(1R)-1-(pyrazin-2-yl)ethyl]acetamide ClC=1C(=NC(=NC1)NC1CCOCC1)C1=CC=C2CN(C(C2=C1)=O)CC(=O)N[C@H](C)C1=NC=CN=C1